C(C=1C(C(=O)[O-])=CC=CC1)(=O)[O-].[Si+4].C(C=1C(C(=O)[O-])=CC=CC1)(=O)[O-] silicon phthalate salt